3,5-dimethyl-1-phenyl-1H-pyrazole-4-formaldehyde CC1=NN(C(=C1C=O)C)C1=CC=CC=C1